CN1C(=O)CN=C(C2=C1C=CC(=C2)[N+](=O)[O-])C3=CC=CC=C3 The molecule is a nitrazepam which is substituted at positions 1 by a methyl group. It is used as an anticonvulsant and as a hypnotic for the short-term management of insomnia. It has a role as a sedative, an antispasmodic drug, an anticonvulsant and a GABA modulator. It is a 1,4-benzodiazepinone and a C-nitro compound. It derives from a nitrazepam.